2-(2,6-dimethylpyridin-4-yl)-3-hydroxy-1H-inden-1-one CC1=NC(=CC(=C1)C=1C(C2=CC=CC=C2C1O)=O)C